N-[4-(3-cyanophenyl)-5-(2,6-dimethyl-4-pyridyl)thiazol-2-yl]-2-oxa-7-azaspiro[4.4]nonan-7-carboxamid C(#N)C=1C=C(C=CC1)C=1N=C(SC1C1=CC(=NC(=C1)C)C)NC(=O)N1CC2(CCOC2)CC1